C(CCC)C1OC1 2-butyloxirane